((4-(methylsulfonyl)-3-(4-(trifluoromethyl)phenyl)-4,5,6,7-tetrahydropyrazolo[1,5-a]pyrimidin-6-yl)methyl)carbamic acid tert-butyl ester C(C)(C)(C)OC(NCC1CN(C=2N(C1)N=CC2C2=CC=C(C=C2)C(F)(F)F)S(=O)(=O)C)=O